CO[Si]1(N(CCCCC1)C1=CC=CC=C1)OC 2,2-dimethoxy-1-phenyl-1-aza-2-silacycloheptane